C1(=C(C=CC=C1)NC(CSC1=NN2C=NC(=CC2=N1)C(F)(F)F)=O)C N-(o-tolyl)-2-((7-(trifluoromethyl)-[1,2,4]triazolo[1,5-c]pyrimidin-2-yl)thio)acetamide